ClC=1C=C(C=CC1C=1NC(C2=C(N1)CCSC2)=O)B(O)O (3-chloro-4-(4-oxo-3,5,7,8-tetrahydro-4H-thiopyrano[4,3-d]pyrimidin-2-yl)phenyl)boronic acid